ClC1=C(C=C(C(=O)N(C)[C@H](C)C2=NNC(C3=CC(=C(C=C23)F)F)=O)C=C1F)F |r| Racemic-4-chloro-N-(1-(6,7-difluoro-4-oxo-3,4-dihydrophthalazin-1-yl)ethyl)-3,5-difluoro-N-methylbenzamide